C(C)(C)(C)OC(=O)N1C[C@H](C[C@H](C1)C)OCCOC1=CC(=CC=2NC(N(C21)C)=O)NC2=NC(=NC=C2Cl)Cl (3s,5r)-3-[2-[[6-[(2,5-dichloropyrimidin-4-yl)amino]-3-methyl-2-oxo-1H-benzimidazol-4-yl]oxy]ethoxy]-5-methyl-piperidine-1-carboxylic acid tert-butyl ester